Tridecyl Erucate C(CCCCCCCCCCC\C=C/CCCCCCCC)(=O)OCCCCCCCCCCCCC